Cl.COC1=C(C=CC=C1)N1C(=NN=C1C=1SC=CC1)N 4-(2-methoxyphenyl)-5-(thiophen-2-yl)-4H-1,2,4-triazol-3-amine HCl salt